(2-chloropyrimidin-4-yl)-4-fluoro-2-(fluoromethyl)-1-isopropyl-1H-benzo[d]imidazole ClC1=NC=CC(=N1)C1=C(C2=C(N(C(=N2)CF)C(C)C)C=C1)F